ClC1=CN=C(C=C1C(=O)OC)N1C(CCCC1)=O methyl 5-chloro-2-(2-oxopiperidin-1-yl)isonicotinate